OC1CN(CC1)C1=NC(=C(C(=O)N)C=C1C1=CC=NN1)NC 6-(3-hydroxypyrrolidin-1-yl)-2-(methylamino)-5-(1H-pyrazol-5-yl)nicotinamide